2-(4-chloro-3-fluorophenoxy)-N-{(3S)-4-[2-(4-ethoxyphenoxy)acetamido]-3-hydroxybicyclo[2.2.2]octan-1-yl}acetamide ClC1=C(C=C(OCC(=O)NC23C[C@@H](C(CC2)(CC3)NC(COC3=CC=C(C=C3)OCC)=O)O)C=C1)F